FC1(C2=C(C(OC1)N(C)C)SC=C2)F (4,4-difluoro-4,7-dihydro-5H-thieno[2,3-c]pyran-7-yl)-N-methyl-methylamine